CC(CCCCC=CCCCCCCCC)CCCCCCCCCCC 15-Methyl-9-hexacosene